FC(C=1C=C(C=CC1N)C1=CC=C(N)C=C1)(F)F 3-(trifluoromethyl)benzidine